C(=O)O.C(N)(=N)C1=CC(=C(CNC2=CC(=NC=N2)OCC=2N=C3N(C=C(C=C3CC(=O)O)C3CC3)C2)C(=C1)C)C 2-(2-(((6-((4-carbamimidoyl-2,6-dimethylbenzyl)amino)pyrimidin-4-yl)oxy)methyl)-6-cyclopropylimidazo[1,2-a]pyridin-8-yl)acetic acid formic acid salt